7-methyl-2-((6-methylbenzo[d][1,3]dioxol-5-yl)amino)-9-(tetrahydro-2H-pyran-4-yl)-7,9-dihydro-8H-purin-8-one CN1C(N(C2=NC(=NC=C12)NC1=CC2=C(OCO2)C=C1C)C1CCOCC1)=O